(S)-N-((R or S)-(4-chlorophenyl)(1-(2,2,2-trifluoroethyl)piperidin-4-yl)methyl)-2-oxooxazolidine-5-carboxamide ClC1=CC=C(C=C1)[C@H](NC(=O)[C@@H]1CNC(O1)=O)C1CCN(CC1)CC(F)(F)F |o1:7|